ClC1=C(C(=O)N2COC3=C(C2)C=CC=C3C3=CC(=C(C(=O)O)C=C3F)N3C2COCC3CC2)C(=CC(=C1)N1CC2(C1)CC(C2)OC2COC2)Cl 4-[3-[2,6-Dichloro-4-[6-(oxetan-3-yloxy)-2-azaspiro[3.3]heptan-2-yl]benzoyl]-2,4-dihydro-1,3-benzoxazin-8-yl]-5-fluoro-2-(3-oxa-8-azabicyclo[3.2.1]octan-8-yl)benzoic acid